CC(CN1C=NC=2C(=NC=3C=CC=CC3C21)N)C 1-(2-methylpropyl)-1H-imidazo[4,5-C]quinoline-4-amine